COC(=O)C1(CC1)COS(=O)(=O)C1=CC=C(C)C=C1 1-((p-toluenesulfonyloxy)methyl)cyclopropane-1-carboxylic acid methyl ester